FC(C1=CC=C(OC2=NN(C=3C2=NC=CC3)C3CN(C3)C(C=C)=O)C=C1)(F)F 1-(3-(3-(4-(trifluoromethyl)phenoxy)-1H-pyrazolo[4,3-b]pyridin-1-yl)azetidin-1-yl)prop-2-en-1-one